C(CCCC)O[Sn] pentoxytin